6-(6-cyclopropyl-3-ethylsulfonyl-2-pyridyl)-1-(2,2,3,3,3-pentafluoropropyl)-4H-pyrido[3,4-d][1,3]oxazin-2-one C1(CC1)C1=CC=C(C(=N1)C1=CC2=C(N(C(OC2)=O)CC(C(F)(F)F)(F)F)C=N1)S(=O)(=O)CC